3-[6-[(E)-but-2-enyl]-7-oxo-1H-pyrrolo[2,3-c]pyridin-4-yl]-4-methoxy-N-tetrahydrofuran-3-yl-benzamide C(\C=C\C)N1C(C2=C(C(=C1)C=1C=C(C(=O)NC3COCC3)C=CC1OC)C=CN2)=O